C(C1=CC=CC=C1)OC1=NC(=CC=C1C1=NN(C2=CC(=C(C=C12)F)C=1CCN(CC1)C[C@@H]1[C@@H](CN(CC1)C(=O)OC(C)(C)C)C)C)OCC1=CC=CC=C1 tert-butyl (3S,4S)-4-((4-(3-(2,6-bis(benzyloxy)pyridin-3-yl)-5-fluoro-1-methyl-1H-indazol-6-yl)-3,6-dihydropyridin-1(2H)-yl)methyl)-3-methylpiperidine-1-carboxylate